OC1=CC=C(C=C1)\C=C/C(=O)N1C2=CC=CC=C2SC=2C=CC=CC12 (Z)-3-(4-hydroxyphenyl)-1-(10H-phenothiazin-10-yl)prop-2-en-1-one